5-methyl-4-(1-(1-methyl-1H-imidazole-5-carbonyl)indolin-5-yl)thiazole-2-carboxylic acid ethyl ester C(C)OC(=O)C=1SC(=C(N1)C=1C=C2CCN(C2=CC1)C(=O)C1=CN=CN1C)C